N-acryloyl-phenylalanine C(C=C)(=O)N[C@@H](CC1=CC=CC=C1)C(=O)O